FC1=C(N)C=C(C=C1C)C 2-fluoro-3,5-dimethylaniline